O=C1NC(CCC1N1C(C2=CC=CC(=C2C1=O)NCCOCCOCCNC(OC(C)(C)C)=O)=O)=O tert-Butyl (2-(2-(2-((2-(2,6-dioxopiperidin-3-yl)-1,3-dioxoisoindolin-4-yl)amino)ethoxy)-ethoxy)ethyl)carbamate